N4-[5-chloro-2-(dimethylphosphoryl)phenyl]-N2-(piperidin-3-yl)-5-(trifluoromethyl)pyrimidin-2,4-diamine ClC=1C=CC(=C(C1)NC1=NC(=NC=C1C(F)(F)F)NC1CNCCC1)P(=O)(C)C